(R)-3-(4-(7-(2-(1-(4-chlorobenzoyl)-5-methoxy-2-methyl-1H-indol-3-yl)acetyl)-7H-pyrrolo[2,3-d]pyrimidin-4-yl)-1H-pyrazol-1-yl)-3-cyclopentylpropionitrile ClC1=CC=C(C(=O)N2C(=C(C3=CC(=CC=C23)OC)CC(=O)N2C=CC3=C2N=CN=C3C=3C=NN(C3)[C@H](CC#N)C3CCCC3)C)C=C1